ClC1=C(C=CC=C1Cl)N=C=S 2,3-dichlorophenyl isothiocyanate